1,4-dimethyl-5-(4,4,5,5-tetramethyl-1,3,2-dioxaborolan-2-yl)indazole CN1N=CC2=C(C(=CC=C12)B1OC(C(O1)(C)C)(C)C)C